FC=1C(=CC=2N(C1)C=NN2)I 6-Fluoro-7-iodo-[1,2,4]triazolo[4,3-a]pyridine